4,6-dichloro-5-ethylpyrimidine ClC1=NC=NC(=C1CC)Cl